(cyclopentadienyl)diisopropyl-trimethylsilylmethyl-platinum C1(C=CC=C1)[Pt](C[Si](C)(C)C)(C(C)C)C(C)C